1,3-dimethyl-5-benzyl-barbituric acid CN1C(=O)N(C(=O)C(C1=O)CC1=CC=CC=C1)C